CC(C(C)C1=NC2=CC=CC=C2C=C1)OC([C@H](C)NC(=O)C1=NC=CC(=C1O)OC)=O (2S)-2-[(3-hydroxy-4-methoxy-pyridine-2-carbonyl)amino]propanoic acid [1-methyl-2-(2-quinolinyl) propyl] ester